N1C=2C(=CC=C1)OC=1C2C=CC1 cyclopenta[1',2':4,5]furo[3,2-b]pyridine